3-((E)-2-(1H-pyrazol-3-yl)vinyl)-6-((2R,4S)-2-(2,5-difluorophenyl)-4-fluoropyrrolidin-1-yl)imidazo[1,2-b]pyridazine N1N=C(C=C1)/C=C/C1=CN=C2N1N=C(C=C2)N2[C@H](C[C@@H](C2)F)C2=C(C=CC(=C2)F)F